CC1(C(C1)C1=CC(=CC(=N1)C(=O)NC1=CC=C(C(=O)O)C=C1)C)C 4-(6-(2,2-dimethylcyclopropyl)-4-methylpyridinamido)benzoic acid